[3-(4-Chloro-pyridin-2-ylamino)-1-methanesulfonylmethyl-1H-pyrazolo[4,3-c]pyridin-6-yl]-[1,4]oxazepan-4-yl-methanone ClC1=CC(=NC=C1)NC1=NN(C2=C1C=NC(=C2)C(=O)N2CCOCCC2)CS(=O)(=O)C